4-aminotetrahydro-2H-thiopyran NC1CCSCC1